ethyl 3-(3-chloro-5-fluorophenyl)-4-((S)-1-methylpyrrolidin-2-yl)butanoate ClC=1C=C(C=C(C1)F)C(CC(=O)OCC)C[C@H]1N(CCC1)C